Tert-butyl N-[3-(3-isopropoxy-1,2,4-triazol-1-yl)cyclohex-2-en-1-yl]carbamate C(C)(C)OC1=NN(C=N1)C1=CC(CCC1)NC(OC(C)(C)C)=O